S1CCC(=CC1)C1=CC(=C(OC2=CC=C(C=C2)CCC2CCN(CC2)C(=O)OC(C)(C)C)C=C1)C=1C2=C(C(N(C1)C)=O)N(C=C2)S(=O)(=O)C2=CC=C(C=C2)C tert-butyl 4-[2-[4-[4-(3,6-dihydro-2H-thiopyran-4-yl)-2-[6-methyl-7-oxo-1-(p-tolylsulfonyl)pyrrolo[2,3-c]pyridin-4-yl]phenoxy]phenyl]ethyl]piperidine-1-carboxylate